(2s,4r)-4-hydroxyproline O[C@@H]1C[C@H](NC1)C(=O)O